tert-butyl ((6-bromopyridazin-3-yl)methyl)(methyl)carbamate BrC1=CC=C(N=N1)CN(C(OC(C)(C)C)=O)C